BrC1=CC2=C(N=C(N=C2N[C@H](C)C2=C(C(=CC=C2)C(F)F)F)C)N=C1 (R)-6-bromo-N-(1-(3-(difluoromethyl)-2-fluorophenyl)ethyl)-2-methylpyrido[2,3-d]pyrimidin-4-amine